4-(5-ethoxy-6-methylpyridin-2-yl)-N-(4-methylpyridin-2-yl)thiazol-2-amine C(C)OC=1C=CC(=NC1C)C=1N=C(SC1)NC1=NC=CC(=C1)C